2-bromo(6,6,7,7-2H4)-5H-pyrazolo[1,5-a]pyrazin-4-one BrC1=NN2C(C(NC(C2([2H])[2H])([2H])[2H])=O)=C1